C(=C)C1=CC=C(COC2=CC(=NC3=CC=CC=C23)C=O)C=C1 4-(4-vinylbenzyloxy)quinoline-2-carbaldehyde